OCC(O)CO.[Zn] zinc compound with glycerol